NC1=C(C(=O)NC(C)C)C=C(C=N1)C1=C(C=C(C=C1)NC(C(C=1C=C(C=CC1)C)O)=O)C 2-amino-5-(4-(2-hydroxy-2-(m-tolyl)acetamido)-2-methyl-phenyl)-N-isopropylnicotinamide